isodecylether sulfate S(=O)(=O)(O)O.C(CCCCCCC(C)C)OCCCCCCCC(C)C